5-({5-methyl-4-[(2S)-2-phenyltetrahydrofuran-2-yl]-2-thienyl}carbonyl)pyrimidin CC1=C(C=C(S1)C(=O)C=1C=NC=NC1)[C@@]1(OCCC1)C1=CC=CC=C1